2-(1-benzyl-1,2,3,4-tetrahydro-1,5-naphthyridin-3-yl)acetonitrile C(C1=CC=CC=C1)N1CC(CC2=NC=CC=C12)CC#N